N-(3-{5-tert-butyl-2H-pyrazolo[3,4-b]pyridin-2-yl}-4-fluorophenyl)-3-fluoroazetidine C(C)(C)(C)C1=CC=2C(N=C1)=NN(C2)C=2C=C(C=CC2F)N2CC(C2)F